2-[6-[bis[(4-methoxyphenyl)methyl]amino]-3-pyridyl]-2-methyl-propanal COC1=CC=C(C=C1)CN(C1=CC=C(C=N1)C(C=O)(C)C)CC1=CC=C(C=C1)OC